FC(OC=1C=C(C=CC1)C1=CC=C(C=C1)CN1C=CC2=C(C=CC(=C12)C(=O)NC1CC2(CCC2)C1)F)F 6-(1-((3'-(Difluoromethoxy)-[1,1'-biphenyl]-4-yl)methyl)-4-fluoro-1H-indol-7-carboxamido)spiro[3.3]heptan